C[Si](CCOCNC(C)=O)(C)C N-(2-trimethylsilylethoxymethyl)acetamide